4-methyl-2,6-dimethylolphenyl glycidyl ether C(C1CO1)OC1=C(C=C(C=C1CO)C)CO